(3Z)-14,14-dihexoxy-1,3-tetradecadiene C(CCCCC)OC(CCCCCCCCC\C=C/C=C)OCCCCCC